Tert-Butyl 3-(5-tert-butyl-2-pyridyl)azetidine-1-carboxylate C(C)(C)(C)C=1C=CC(=NC1)C1CN(C1)C(=O)OC(C)(C)C